5-(3-((1-(benzo[4,5]imidazo[1,2-a]pyrimidin-2-yl)piperidin-4-yl)methyl)-3,6-diazabicyclo[3.1.1]heptane-6-yl)-2-(2,4-dioxotetrahydropyrimidine-1(2H)-yl)isoindoline-1,3-dione N=1C=2N(C=CC1N1CCC(CC1)CN1CC3N(C(C1)C3)C=3C=C1C(N(C(C1=CC3)=O)N3C(NC(CC3)=O)=O)=O)C3=C(N2)C=CC=C3